ClC=1C=C(C=C(C1)F)N1C=C(C=2C(C(CCC12)(F)F)=O)I 1-(3-chloro-5-fluorophenyl)-5,5-difluoro-3-iodo-1,5,6,7-tetrahydro-4H-indol-4-one